O1CCN(CC1)C1=NC(=NC(=N1)N1CCSCC1)C=1C(=NC(=NC1)N)C(F)(F)F 5-(4-morpholino-6-(thiomorpholino)-1,3,5-triazin-2-yl)-4-(trifluoromethyl)pyrimidin-2-amine